(S)-1-(2-(cyano)pyridin-4-yl)ethan-1-amine C(#N)C1=NC=CC(=C1)[C@H](C)N